The molecule is an organic heteropentacyclic guanidine alkaloid isolated from the marine sponge Crambe crambe and Batzella. It exhibits anti-HIV-1 and anti-HSV-1 activity. It has a role as an anti-HIV-1 agent, an anti-HSV-1 agent, an antimalarial and a marine metabolite. It is an alkaloid, a carboxylic ester, a member of guanidines, an organic heteropentacyclic compound, a secondary alcohol, a spiro compound, a primary amino compound and a monocarboxylic acid amide. CC[C@H]1C=CCC[C@]2(O1)C[C@@H]3CC[C@H]4N3C(=N[C@]5([C@H]4C(=O)OCCCCCCCCCCCCCCCC(=O)N(CCCN)C[C@H](CCN)O)CCC[C@H](O5)C)N2